4-[[5-(5-tert-butyl-1,3,4-oxadiazol-2-yl)-4-[[(1S)-2-hydroxy-1-phenyl-ethyl]amino]pyrimidin-2-yl]amino]-2-chloro-N-methyl-benzamide C(C)(C)(C)C1=NN=C(O1)C=1C(=NC(=NC1)NC1=CC(=C(C(=O)NC)C=C1)Cl)N[C@H](CO)C1=CC=CC=C1